COC(C(CC(C)C)N1C(C(=NC(=C1)C=COCC)C)=O)=O 2-(5-(2-ethoxyvinyl)-3-methyl-2-oxopyrazin-1(2H)-yl)-4-methylpentanoic acid methyl ester